trans-4-[(3-chloro-5-fluorobenzyl)oxy]-N-[2-fluoro-3-(5-fluoro-4-methyl-6-oxo-1,6-dihydropyrimidin-2-yl)-4-(trifluoromethyl)benzyl]cyclohexane-1-carboxamide ClC=1C=C(CO[C@@H]2CC[C@H](CC2)C(=O)NCC2=C(C(=C(C=C2)C(F)(F)F)C=2NC(C(=C(N2)C)F)=O)F)C=C(C1)F